4-chloro-3-nitro-6,7-dihydro-5H-cyclopenta[b]pyridine ClC1=C2C(=NC=C1[N+](=O)[O-])CCC2